O1C=NC2=C1C=CC=N2 racemic-pyridinooxazoline